[2-chloro-3-(difluoromethoxy)phenyl]-[rac-(7R,9aS)-7-(4-chlorophenyl)-7-hydroxy-3,4,6,8,9,9a-hexahydro-1H-pyrido[1,2-a]pyrazin-2-yl]methanone ClC1=C(C=CC=C1OC(F)F)C(=O)N1C[C@H]2N(CC1)C[C@](CC2)(O)C2=CC=C(C=C2)Cl |r|